3-((4-(2-(((2-(2,6-dioxopiperidin-3-yl)-1,3-dioxoisoindolin-5-yl)methyl)(methyl)amino)-4-methylthiazol-5-yl)-5-fluoropyrimidin-2-yl)amino)benzenesulfonamide O=C1NC(CCC1N1C(C2=CC=C(C=C2C1=O)CN(C=1SC(=C(N1)C)C1=NC(=NC=C1F)NC=1C=C(C=CC1)S(=O)(=O)N)C)=O)=O